(R)-6-(2-aminopyrimidin-5-yl)-2-(cyclobutylsulfinyl)-4-(3-(dimethylamino)-1-methyl-1H-pyrazol-5-yl)thieno[2,3-b]pyridin-3-amine NC1=NC=C(C=N1)C1=CC(=C2C(=N1)SC(=C2N)[S@](=O)C2CCC2)C2=CC(=NN2C)N(C)C